N-tert-butyl-6-((3-tert-butyl-7-(5-methylisoxazol-3-yl)pyrazolo[1,5-d][1,2,4]triazin-2-yl-oxy)methyl)nicotinamide C(C)(C)(C)NC(C1=CN=C(C=C1)COC1=NN2C(=NN=CC2=C1C(C)(C)C)C1=NOC(=C1)C)=O